N[C@@H]1C[C@H](C1)CC1=C2C(=NN(C2=CC=C1)CC(=O)NCC1=C(C(=CC=C1)Cl)F)C(=O)N (((trans)-3-aminocyclobutyl)methyl)(2-((3-chloro-2-fluorobenzyl)amino)-2-oxoethyl)-1H-indazole-3-carboxamide